(2S,7S,Z)-2,7-diaminooctan-4-enedioic acid dimethyl ester COC([C@H](C\C=C/C[C@@H](C(=O)OC)N)N)=O